5-bromo-4-methyl-1,3-dihydrobenzo[c]thiophene 2,2-dioxide BrC1=C(C2=C(CS(C2)(=O)=O)C=C1)C